FC=1C=C2C(N(C=3N(C2=CC1)C=NN3)CCC3=CC=CC=C3)=O 7-fluoro-4-phenethyl-[1,2,4]triazolo[4,3-a]quinazolin-5(4H)-one